4'-propyl-3-fluorobiphenyl C(CC)C1=CC=C(C=C1)C1=CC(=CC=C1)F